C1(CCC1)CC1=C(N)C(=CC(=C1)F)C1CC1 2-(Cyclobutylmethyl)-6-cyclopropyl-4-fluoroaniline